(2S)-2-{[(tert-butoxy)carbonyl]amino}-3-[(1R,2S)-2-[1-ethyl-3-(3-hydroxy-2,2-dimethylpropyl)-2-{2-[(1S)-1-methoxyethyl]pyridin-3-yl}indol-5-yl]cyclopropoxy]propanoic acid C(C)(C)(C)OC(=O)N[C@H](C(=O)O)CO[C@H]1[C@@H](C1)C=1C=C2C(=C(N(C2=CC1)CC)C=1C(=NC=CC1)[C@H](C)OC)CC(CO)(C)C